(R)-2-amino-5-(4-(2-(3,5-difluorophenyl)-2-hydroxyacetamido)-2-methylphenyl)-N-methylnicotinamide NC1=C(C(=O)NC)C=C(C=N1)C1=C(C=C(C=C1)NC([C@H](O)C1=CC(=CC(=C1)F)F)=O)C